(S)-2-(5-(ethoxycarbonyl)-4-(4-((4-(4-fluorophenyl)pyridin-2-yl)carbamoyl)Phenyl)-1H-imidazol-2-yl)piperidine-1-carboxylic acid tert-butyl ester C(C)(C)(C)OC(=O)N1[C@@H](CCCC1)C=1NC(=C(N1)C1=CC=C(C=C1)C(NC1=NC=CC(=C1)C1=CC=C(C=C1)F)=O)C(=O)OCC